PYRIDYL-PYRAZOLE N1=C(C=CC=C1)C1=NNC=C1